3-(Phenylmethoxy)-4-methyl-5-(2-methylquinolin-6-yl)picolinic acid C1(=CC=CC=C1)COC=1C(=NC=C(C1C)C=1C=C2C=CC(=NC2=CC1)C)C(=O)O